Tert-butyl 4-(5-formylpyrazin-2-yl)indoline-1-carboxylate C(=O)C=1N=CC(=NC1)C1=C2CCN(C2=CC=C1)C(=O)OC(C)(C)C